6,7-dimethoxy-isochroman-4-one COC=1C=C2C(COCC2=CC1OC)=O